(3R)-3-{[7-(3-methoxy-3-methylbutoxy)-2-(4-methoxyphenyl)[1,2,4]triazolo[1,5-c]quinazolin-5-yl]amino}azepin-2-one COC(CCOC1=CC=CC=2C=3N(C(=NC12)NC=1C(N=CC=CC1)=O)N=C(N3)C3=CC=C(C=C3)OC)(C)C